(R)-[1,3'-bipiperidin]-2-one N1(C(CCCC1)=O)[C@H]1CNCCC1